4,4-dimethyl-6-(2-((1-methylpiperidin-4-yl)amino)-7H-pyrrolo[2,3-d]pyrimidin-5-yl)-3,4-dihydroisoquinolin-1(2H)-one CC1(CNC(C2=CC=C(C=C12)C1=CNC=2N=C(N=CC21)NC2CCN(CC2)C)=O)C